3-(2,4-dimethylbenzenesulfonyl)-8-{8-methyl-2,8-diazaspiro[4.5]decan-2-yl}-1H,5H-[1,2,3]triazolo[1,5-a]quinazolin-5-one CC1=C(C=CC(=C1)C)S(=O)(=O)C1=NNN2C1=NC(C1=CC=C(C=C21)N2CC1(CC2)CCN(CC1)C)=O